3-ethyl-2,4-heptanediol di-n-propyl-benzoate C(CC)C=1C(=C(C(=O)O)C=CC1)CCC.C(C)C(C(C)O)C(CCC)O